N-(1,3-Benzodioxol-5-yl)-3-[4-chloro-5-[(rac)-methoxy(phenyl)methyl]-3-methyl-pyrazol-1-yl]-N-methyl-benzamide O1COC2=C1C=CC(=C2)N(C(C2=CC(=CC=C2)N2N=C(C(=C2[C@@H](C2=CC=CC=C2)OC)Cl)C)=O)C |r|